CC1=C(C(=O)OOC(C2=C(C(=C(C=C2)C)C)C)=O)C=CC(=C1C)C bis(2,3,4-trimethylbenzoyl) peroxide